[Si](C)(C)(C(C)(C)C)OCCOC1=NC=C(C(=O)O)C=C1 6-(2-((tert-butyldimethylsilyl)oxy)ethoxy)nicotinic acid